2-(((R)-4-(6-((4-chloro-2-fluorobenzofuran-7-yl)methoxy)pyridin-2-yl)cyclohex-3-en-1-yl)methyl)-1-(((S)-oxetan-2-yl)methyl)-1H-benzo[d]imidazole-6-carboxylic acid ClC1=CC=C(C2=C1C=C(O2)F)COC2=CC=CC(=N2)C2=CC[C@@H](CC2)CC2=NC1=C(N2C[C@H]2OCC2)C=C(C=C1)C(=O)O